4,4-Difluoro-2-(4-fluorophenyl)-N-[4-(4-oxo-3-phenyl-4,5-dihydro-1H-pyrrolo[3,2-c]pyridin-2-yl)pyridin-2-yl]butanamid FC(CC(C(=O)NC1=NC=CC(=C1)C1=C(C=2C(NC=CC2N1)=O)C1=CC=CC=C1)C1=CC=C(C=C1)F)F